N-(2,4-dichlorobenzyl)-1-(2-fluorobenzyl)piperidine-4-carboxamide ClC1=C(CNC(=O)C2CCN(CC2)CC2=C(C=CC=C2)F)C=CC(=C1)Cl